3-hydroxymethyl-hydroxyoxetane OCC1C(OC1)O